NC1=NC=2C=CC(=CC2C2=C1CCC2)C(=O)N([C@H](C)C2=NC=CC=N2)CC2=NC=C(C=C2)Cl 4-amino-N-((5-chloro-2-pyridinyl)methyl)-N-((1R)-1-(2-pyrimidinyl)ethyl)-2,3-dihydro-1H-cyclopenta[c]quinoline-8-carboxamide